N(=[N+]=[N-])CCCOC1=C(C(=CC=C1)Br)Cl 1-(3-azidopropoxy)-3-bromo-2-chlorobenzene